dibenzo[b,f]oxepin C1=CC=CC=2OC3=C(C=CC21)C=CC=C3